(3AR,11aS)-5-allyl-6-fluoro-10-methyl-1-(6-methyl-4-(trifluoromethyl)pyridin-2-yl)-1,3a,4,5,10,11a-hexahydro-2H-benzo[b]pyrrolo[2,3-f][1,4]diazocine-2,11(3H)-dione C(C=C)N1C2=C(N(C([C@@H]3[C@@H](C1)CC(N3C3=NC(=CC(=C3)C(F)(F)F)C)=O)=O)C)C=CC=C2F